FC1(OC1(C(F)(F)F)C(F)(F)F)F 2,2-difluoro-3,3-bis(trifluoromethyl)oxirane